2,2-difluoro-N-(cis-2-methylpiperidin-4-yl)-2-phenoxyacetamide FC(C(=O)N[C@@H]1C[C@@H](NCC1)C)(OC1=CC=CC=C1)F